2-Chloro-N-[1-(3-chloro-4-methylphenyl)-1H-indazol-4-yl]-5-([(2,2-dimethylpropanoyl)amino]methyl)benzamide ClC1=C(C(=O)NC2=C3C=NN(C3=CC=C2)C2=CC(=C(C=C2)C)Cl)C=C(C=C1)CNC(C(C)(C)C)=O